ClC=1C=CC=C2C(=CC=NC12)OC1=C(C=C(C=C1)F)Cl 8-chloro-4-(2-chloro-4-fluoro-phenoxy)quinoline